(3R,4R)-4-((7-(cyclopent-1-en-1-yl)pyrrolo[2,1-f][1,2,4]triazin-2-yl)amino)-1-(methylsulfonyl)piperidin-3-ol C1(=CCCC1)C1=CC=C2C=NC(=NN21)N[C@H]2[C@@H](CN(CC2)S(=O)(=O)C)O